NC(CNC1=NC(=C2C(=N1)N(N=C2)C)NCC2=C(C=C(C=C2)F)F)C2=CC=CC=C2 6-N-(2-amino-2-phenylethyl)-4-N-[(2,4-difluorophenyl)methyl]-1-methylpyrazolo[3,4-d]pyrimidine-4,6-diamine